NC=1C(=C(C=C2C=C(N=CC12)NC1=NN2CC(NCCC2=C1)=O)C(=O)N(C=1NC(C=NC1)=O)C)F 8-amino-7-fluoro-N-methyl-N-(6-oxo-1,6-dihydropyrazin-2-yl)-3-((7-oxo-5,6,7,8-tetrahydro-4H-pyrazolo[1,5-d][1,4]diazepin-2-yl)amino)isoquinoline-6-carboxamide